BrC1=C(C(=NC(=C1)Cl)C)N 4-bromo-6-chloro-2-methyl-pyridin-3-amine